ClC=1C(=C(C=NC1)NCC=1C=C2N=CC=NC2=C(C1)F)N1CCNCC1 5-Chloro-N-((8-fluoroquinoxalin-6-yl)methyl)-4-(piperazin-1-yl)pyridin-3-amine